7-Amino-5-methyl-3,4-dihydronaphthalen-1(2H)-one NC1=CC(=C2CCCC(C2=C1)=O)C